7-(3-chloro-4-fluorophenyl)-5,6,7,8-tetrahydro-2,7-naphthyridine-3-carboxylic acid ClC=1C=C(C=CC1F)N1CCC=2C=C(N=CC2C1)C(=O)O